isopropyl 5-bromo-3-(2-(2-ethoxy-2-oxoethyl) phenoxy)-2,3-dihydrospiro[indene-1,4'-piperidine]-1'-carboxylate BrC=1C=C2C(CC3(CCN(CC3)C(=O)OC(C)C)C2=CC1)OC1=C(C=CC=C1)CC(=O)OCC